6-methyl-pyridine-4-carboxylate CC1=CC(=CC=N1)C(=O)[O-]